1-(1-(piperidin-4-ylmethyl)piperidin-4-yl)-1H-indol N1CCC(CC1)CN1CCC(CC1)N1C=CC2=CC=CC=C12